COCCOC=1C=C2CN(CC2=CC1)C1=NC=CC(=N1)C1=NC=CC(=N1)C#CC=1C=C2C=NNC2=CC1 5-((2'-(5-(2-Methoxyethoxy)isoindolin-2-yl)-[2,4'-bipyrimidin]-4-yl)ethynyl)-1H-indazole